CC1(CC1)NC(OC1CC(CC1)C=1C=NC(=NC1)N)=O 3-(2-aminopyrimidin-5-yl)cyclopentyl (1-methylcyclopropyl)carbamate